2-(3-(9,9-di(pyridin-3-yl)-9H-fluoren-2-yl)phenyl)-9-(naphthalen-2-yl)-1,10-phenanthroline N1=CC(=CC=C1)C1(C2=CC=CC=C2C=2C=CC(=CC12)C=1C=C(C=CC1)C1=NC2=C3N=C(C=CC3=CC=C2C=C1)C1=CC2=CC=CC=C2C=C1)C=1C=NC=CC1